O=C1NC(CCC1N1C(C2=CC=C(C=C2C1=O)CNC(C)=O)=O)=O N-{[2-(2,6-dioxopiperidin-3-yl)-1,3-dioxo-2,3-dihydro-1H-isoindol-5-yl]methyl}acetamide